Cl.Cl.FC=1C=C(C=CC1F)[C@H]1[C@@H](CN(C1)CCOC)NC(=O)NC1=CC(=NN1C1=CC=CC=C1)C1CCNCC1 1-((3S,4R)-4-(3,4-difluorophenyl)-1-(2-methoxyethyl)pyrrolidin-3-yl)-3-(1-phenyl-3-(piperidin-4-yl)-1H-pyrazol-5-yl)urea dihydrochloride